CC1=CC=C(S1)CN1C(=CC2=C(C=CC=C12)N1CCNCC1)C(F)(F)F 1-[(5-methylthiophene-2-yl)methyl]-4-(piperazin-1-yl)-2-(trifluoromethyl)-1H-indole